NCC1=C2C(N(C(C2=CC=C1)=O)C1C(NC(CC1)=O)=O)=O 4-(aminomethyl)-2-(2,6-dioxopiperidin-3-yl)isoindoline-1,3-dione